CN1CC(C1)N1N=C(C=C1)B(O)O (1-(1-methylazetidin-3-yl)-1H-pyrazol-3-yl)boronic acid